COC1=CC=C(CN2C[C@H](C[C@H]2C2=CC=CC=C2)NC(O)=O)C=C1 |r| racemic-((3S,5S)-1-(4-methoxybenzyl)-5-phenylpyrrolidin-3-yl)carbamic acid